2-(3-(methoxy)propyl)-1,4-dimethyl-7-(1H-pyrazol-3-yl)-1H-imidazo[4,5-c]quinoline COCCCC=1N(C2=C(C(=NC=3C=C(C=CC23)C2=NNC=C2)C)N1)C